C(C)N1CCC(CC1)=O 1-ethyl-4-piperidone